NC([C@H](CCC(=O)OC(C)(C)C)N1C(C2=CC=C(C=C2C1)C[C@@H]1[C@H](C[C@H](CC1)O[Si](C1=CC=CC=C1)(C1=CC=CC=C1)C(C)(C)C)NC(=O)OC(C)(C)C)=O)=O |o1:22,23,25| tert-Butyl (S)-5-amino-4-(5-(((1R,2S,4S)-rel-2-((tert-butoxycarbonyl)amino)-4-((tert-butyldiphenylsilyl)oxy)cyclohexyl)methyl)-1-oxoisoindolin-2-yl)-5-oxopentanoate